3-methyl-alpha-methylstyrene CC=1C=C(C(=C)C)C=CC1